3-(((1r,5s,8s)-3-(5-(6-(3-cyanopyrrolo[1,2-b]pyridazin-7-yl)-4-(isopropylamino)pyridin-3-yl)-1,3,4-thiadiazol-2-yl)-3-azabicyclo[3.2.1]oct-8-yl)amino)-2,2-dimethyl-3-oxopropanoic acid C(#N)C1=CC=2N(N=C1)C(=CC2)C2=CC(=C(C=N2)C2=NN=C(S2)N2C[C@H]1CC[C@@H](C2)C1NC(C(C(=O)O)(C)C)=O)NC(C)C